COC(C=CC1=CC=C(C=C1)C#CC1=CC=C(C=C1)N1CCNCC1)=O 3-(4-{2-[4-(piperazin-1-yl)phenyl]Ethynyl}phenyl)prop-2-enoic acid methyl ester